BrC1=CC=C(C=C1)N(C1=C(C(=O)OC)C=CC=C1C(=O)OC)C1=CC=CC=C1 Dimethyl 2-[(4-bromophenyl)phenylamino]isophthalate